N-((1R,6S)-2,2-difluoro-6-((1-isopropylpiperidin-4-yl)oxy)cyclohexyl)-2-(2-(3,5-difluorophenyl)-3-(trifluoromethoxy)pyridin-4-yl)acetamide FC1([C@@H]([C@H](CCC1)OC1CCN(CC1)C(C)C)NC(CC1=C(C(=NC=C1)C1=CC(=CC(=C1)F)F)OC(F)(F)F)=O)F